ClC=1C=C2[C@@](NC(N(C2=CC1CO)CC1=CC=C(C=C1)OC)=O)(C(F)(F)F)C#CC1CC1 (R)-6-chloro-4-(cyclopropylethynyl)-7-(hydroxymethyl)-1-(4-methoxybenzyl)-4-(trifluoromethyl)-3,4-dihydroquinazolin-2(1H)-one